2-((4-bromothiophen-2-yl)methylene-3-oxo-2,3-dihydrobenzofuran-6-yloxy)acetonitrile BrC=1C=C(SC1)C=C1OC2=C(C1=O)C=CC(=C2)OCC#N